1-O-tert-Butyl 2-O-[2-[3-(4-methyl-1,3-thiazol-5-yl)phenyl]-2-oxoethyl] (2S,4R)-4-hydroxypyrrolidine-1,2-dicarboxylate O[C@@H]1C[C@H](N(C1)C(=O)OC(C)(C)C)C(=O)OCC(=O)C1=CC(=CC=C1)C1=C(N=CS1)C